CN1CCN(CC1)C1=NC=CC(=C1)NC=1C=C2C(=NC1)NC=C2C2=CC=1N(C=C2)N=CC1 N-(2-(4-methylpiperazin-1-yl)pyridin-4-yl)-3-(pyrazolo[1,5-a]pyridin-5-yl)-1H-pyrrolo[2,3-b]pyridin-5-amine